tert-butyl 4-((2-(5-((tert-butoxycarbonyl)amino)-6-(methoxycarbonyl)pyridin-3-yl)-4-(2,2-difluoroethyl)piperazin-1-yl)methyl)-5-methoxy-7-methylindole-1-carboxylate C(C)(C)(C)OC(=O)NC=1C=C(C=NC1C(=O)OC)C1N(CCN(C1)CC(F)F)CC1=C2C=CN(C2=C(C=C1OC)C)C(=O)OC(C)(C)C